BrC(C(=O)N[C@H](C(=O)N1[C@@H]([C@H]2C([C@H]2C1)(C)C)C(=O)NC(C1=CN=CC2=CC=CC=C12)C#N)C(C)(C)C)(F)F (1R,2S,5S)-3-((S)-2-(2-bromo-2,2-difluoroacetamido)-3,3-dimethylbutyryl)-N-(cyano(isoquinolin-4-yl)methyl)-6,6-dimethyl-3-azabicyclo[3.1.0]hexane-2-carboxamide